4,5-dihydro-1H-benzo[g]indole N1C=CC=2CCC3=C(C12)C=CC=C3